1,3-dihydronaphtho[2,3-c]thiophene C1SCC2=C1C=C1C=CC=CC1=C2